4-(4-(1H-pyrazol-1-yl)benzyl)-N-((1S,2S)-2-hydroxycyclohexyl)-5-methyl-6-(1-methyl-1H-pyrazol-3-yl)picolinamide N1(N=CC=C1)C1=CC=C(CC2=CC(=NC(=C2C)C2=NN(C=C2)C)C(=O)N[C@@H]2[C@H](CCCC2)O)C=C1